ClC1=C(C=CC=C1Cl)N1N=C2N=C(N=CC2=C1)S(=O)(=O)C 2-(2,3-dichlorophenyl)-6-(methylsulfonyl)-2H-pyrazolo[3,4-d]pyrimidine